N-(4-(2-(methylcarbamoyl)pyridin-4-yloxy)phenyl)-4-m-tolylpicolinamide CNC(=O)C1=NC=CC(=C1)OC1=CC=C(C=C1)NC(C1=NC=CC(=C1)C=1C=C(C=CC1)C)=O